hexamethylnicotine sulfate S(=O)(=O)(O)O.CCN1C(C=2C(=C(C(=NC2C)C)C)C)(CCC1)C